COC1=NC=C(C(=C1)OB(O)O)OC (2,5-dimethoxypyridin-4-yl)boric acid